N-([1,1'-biphenyl]-4-yl)-10-(7-chlorodibenzofuran-3-yl)-N-phenylanthracene-9-amine C1(=CC=C(C=C1)N(C=1C2=CC=CC=C2C(=C2C=CC=CC12)C=1C=CC2=C(OC3=C2C=CC(=C3)Cl)C1)C1=CC=CC=C1)C1=CC=CC=C1